N1N=CC=2C(NC=3C=CC=CC3C21)=O 1H-pyrazolo[4,3-c]quinolin-4(5H)-one